IC1=C(C=C(C=C1)F)F 1-iodo-2,4-difluorobenzene